2-methoxy-6-(6-methoxy-4-(thiazol-4-ylmethoxy)pyrazolo[1,5-a]pyridin-2-yl)imidazo[2,1-b][1,3,4]thiadiazole COC1=NN2C(S1)=NC(=C2)C2=NN1C(C(=CC(=C1)OC)OCC=1N=CSC1)=C2